1',4',5',6'-tetrahydrospiro[cyclopropane-1,7'-imidazo[4,5-c]pyridine] N1C=NC=2CNCC3(C21)CC3